tert-butyl 6-[(5-amino-1,2,4-thiadiazol-3-yl) methyl]-2-azaspiro[3.3]heptane-2-carboxylate NC1=NC(=NS1)CC1CC2(CN(C2)C(=O)OC(C)(C)C)C1